N-(1-(4-(3-Chloro-2-fluorophenoxy)pyrido[3,2-d]pyrimidin-6-yl)azetidin-3-yl)acrylamide ClC=1C(=C(OC=2C3=C(N=CN2)C=CC(=N3)N3CC(C3)NC(C=C)=O)C=CC1)F